(s)-1-(6-(4-fluoro-1H-pyrazol-1-yl)pyridin-3-yl)ethanamine hydrochloride salt Cl.FC=1C=NN(C1)C1=CC=C(C=N1)[C@H](C)N